O=C1CCCC=2C=CC(=CC12)C(=O)N 8-oxo-5,6,7,8-tetrahydronaphthalene-2-carboxamide